N[C@@H](CCC(=O)[O-])C(=O)[O-].[Na+].C(C)#N.[Na+] monoacetonitrile sodium glutamate salt